OCC=1C=C(C=NC1)NC(O[C@@H](COC1=CC2=C(N=C(S2)C2=C3N=CC(=NC3=CC(=C2)C)OC)C=C1F)C)=O (R)-1-((5-fluoro-2-(2-methoxy-7-methylquinoxalin-5-yl)benzo[d]thiazol-6-yl)oxy)propan-2-yl (5-(hydroxymethyl)pyridin-3-yl)carbamate